OC(CC=1N=CNC1)N[C@@H]1C[C@H]2[C@@H]3CC[C@H]([C@@H](CCCC(C)C)C)[C@]3(CC[C@@H]2[C@]2(CC[C@@H](CC12)O)C)C alpha-hydroxy-6beta-[2-(1H-imidazol-4-yl)ethylamino]cholestan-3beta-ol